O1CCC2=C1C=CC(=C2)OC2=CC=C(C=C2)C2(C(NC(NC2=O)=O)=O)N2CCC1(CN(C1)C(CO)=O)CC2 5-[4-(2,3-dihydrobenzofuran-5-yloxy)phenyl]-5-[2-(2-hydroxyacetyl)-2,7-diazaspiro[3.5]nonan-7-yl]hexahydropyrimidine-2,4,6-trione